(S)-N-((R)-1-(3-(difluoro(1-isopropylpiperidin-4-yl)methyl)-2-fluorophenyl)ethyl)-2-methylpropane-2-sulfinamide FC(C=1C(=C(C=CC1)[C@@H](C)N[S@@](=O)C(C)(C)C)F)(C1CCN(CC1)C(C)C)F